C(C=C)OC(C)CC sec-butyl allyl ether